5-ethyl-6-fluoro-4-(8-fluoro-2-(((2R,7aS)-2-fluorohexahydro-1H-pyrrolizin-7a-yl)methoxy)-4-(1-oxa-6-azaspiro[3.5]nonan-6-yl)pyrido[4,3-d]pyrimidin-7-yl)naphthalen-2-ol C(C)C1=C2C(=CC(=CC2=CC=C1F)O)C1=C(C=2N=C(N=C(C2C=N1)N1CC2(CCO2)CCC1)OC[C@]12CCCN2C[C@@H](C1)F)F